C(#C)C1=CC(=C2C=CC(=NC2=C1)C)C1(CC1)NC(C1=C(C=CC(=C1)OC[C@H]1N(CC1)C)C)=O (S)-N-(1-(7-Ethynyl-2-methylquinolin-5-yl)cyclopropyl)-2-methyl-5-((1-methylazetidin-2-yl)methoxy)benzamide